C(CC)C1=C(C(=C(C1(C)[Eu]C1(C(=C(C(=C1CCC)C)C)C)C)C)C)C bis(normal-propyltetramethylcyclopentadienyl)europium